[4'-(difluoromethyl)-2-fluorobiphenyl-4-yl]-3,6-dihydro-2H-1,3,4-oxadiazin-2-one FC(C1=CC=C(C=C1)C1=C(C=C(C=C1)N1C(OCC=N1)=O)F)F